C(C)(=O)[O-].COCCOCCCN1C=[N+](C=C1)CCCOCCOC 1,3-bis[3-(2-methoxyethoxy)propyl]imidazolium acetate